(R)-3-Chloro-N1-{2-methyl-4-[1,2,2,2-tetra-fluoro-1-(trifluoromethyl)ethyl]phenyl}-N2-(1-methyl-2-methylsulfonylethyl)phthalamid ClC1=C(C(C(=O)NC2=C(C=C(C=C2)C(C(F)(F)F)(C(F)(F)F)F)C)=CC=C1)C(=O)N[C@@H](CS(=O)(=O)C)C